5-[[(1,1-Dimethylethyl)dimethylsilyl]oxy]-1-pentanol CC(C)(C)[Si](OCCCCCO)(C)C